[Na].C(CCCCCCC\C=C/CCCCCCCC)C1=C(C=CC=C1)OC oleyl-methoxybenzene sodium